C12C(CC(CC1)C2)NCC(CS(=O)(=O)O)C 3-(2-norbornyl)amino-2-methylpropane-1-sulfonic acid